C1CCC12NC(CC2=O)=O 5-azaspiro[3.4]octane-6,8-dione